ClC=1C(=NC(=NC1)N1C[C@H](N([C@H](C1)C)C(=O)OC1CC2(CN(C2)CC2=CC=CC=C2)C1)C)C 2-benzyl-2-azaspiro[3.3]heptan-6-yl (2R,6S)-4-(5-chloro-4-methylpyrimidin-2-yl)-2,6-dimethylpiperazine-1-carboxylate